2-chloro-N-(4-(1,1,1,3,3,3-hexafluoro-2-hydroxypropan-2-yl)-3-methylphenyl)benzamide ClC1=C(C(=O)NC2=CC(=C(C=C2)C(C(F)(F)F)(C(F)(F)F)O)C)C=CC=C1